3,3-dicyclopropyl-N-[4-[3,5-dimethyl-1-(2-trimethylsilylethoxymethyl)pyrazol-4-yl]phenyl]-2-[5-(4-fluoro-2-methyl-pyrazol-3-yl)-4H-1,2,4-triazol-3-yl]propanamide C1(CC1)C(C(C(=O)NC1=CC=C(C=C1)C=1C(=NN(C1C)COCC[Si](C)(C)C)C)C1=NN=C(N1)C=1N(N=CC1F)C)C1CC1